9,9-bis[4-(di-p-toluylamino)phenyl]-2,7-bis-(2-naphthylphenylamino)fluorene C1(=CC=C(C=C1)N(C1=CC=C(C=C1)C1(C2=CC(=CC=C2C=2C=CC(=CC12)N(C1=CC=CC=C1)C1=CC2=CC=CC=C2C=C1)N(C1=CC=CC=C1)C1=CC2=CC=CC=C2C=C1)C1=CC=C(C=C1)N(C1=CC=C(C=C1)C)C1=CC=C(C=C1)C)C1=CC=C(C=C1)C)C